N1(CCCCC1)C1=CC=C(C=C1)NCC(C)O 3-((4-(piperidin-1-yl)phenyl)amino)propan-2-ol